ClC=1C=C(C=C(C1)Cl)NC=1C(=C2CCN(CC2=CC1)C(C=C)=O)C=1N=CN(C1)C 1-(6-((3,5-dichlorophenyl)amino)-5-(1-methyl-1H-imidazol-4-yl)-3,4-dihydroisoquinolin-2(1H)-yl)prop-2-en-1-one